N-(3-Aminophenyl)sulfonyl-6-tert-butyl-2-(2-fluoro-5-methylphenyl)pyridin-3-carboxamid NC=1C=C(C=CC1)S(=O)(=O)NC(=O)C=1C(=NC(=CC1)C(C)(C)C)C1=C(C=CC(=C1)C)F